(3,5-difluorophenyl)(9,9-dimethylfluoren-3-yl)methanone FC=1C=C(C=C(C1)F)C(=O)C=1C=CC=2C(C3=CC=CC=C3C2C1)(C)C